ClC=1C=C(NC2(CCC3([C@H](CC4=CC=CC=C34)C[C@H](CNC3=CC=NC=C3)C)CC2)C(=O)O)C=CC1 (1r,2'S,4S)-4-(3-chloroanilino)-2'-{(2R)-2-methyl-3-[(pyridin-4-yl)amino]propyl}-2',3'-dihydrospiro[cyclohexane-1,1'-indene]-4-carboxylic acid